1-(2-((tert-butyldimethylsilyl)oxy)ethyl)pyrrolidin-3-amine [Si](C)(C)(C(C)(C)C)OCCN1CC(CC1)N